C1CC(C2=C1C1=C(S2)CCCC1)=O 5,6,7,8-Tetrahydro-1H-benzo[b]cyclopenta[d]thiophen-3(2H)-one